C(C)(C)(C)OC(=O)N1CCC(CC1)=O.C(C)(C)[C@@H]1CN(CCC1)C1CCN(CC1)C(=O)OC(C)(C)C |r| rac-tert-Butyl 3-isopropyl[1,4'-bipiperidine]-1'-carboxylate tert-Butyl-4-oxopiperidine-1-carboxylate